C1(C=CC=C1)OC1C=CC=C1 bis-cyclopentadienyl ether